(2-(2-(4-((1-benzyl-6-oxo-1,6-dihydropyridin-3-yl)oxy)-3,5-dibromophenyl)hydrazono)-2-cyanoacetyl)carbamate C(C1=CC=CC=C1)N1C=C(C=CC1=O)OC1=C(C=C(C=C1Br)NN=C(C(=O)NC([O-])=O)C#N)Br